FC1(CCC(CC1)[C@@H](C(=O)NC1=CC=C(C=C1)C=1C(=[N+](C=C(C1)C)[O-])C)NC(=O)C=1C(=NOC1)C)F (S)-3-(4-(2-(4,4-difluorocyclohexyl)-2-(3-methylisoxazole-4-carboxamido)acetamido)phenyl)-2,5-dimethylpyridine 1-oxide